BrC1C(=O)OCCCC1 bromo-e-caprolactone